CN1CCN(CCC1=O)CCOC1=CC=2N(C=C1)C(=CN2)C2=NC=NC(=C2)NCC2=CC=C(C=C2)C=2N=C(OC2)C 4-methyl-1-[2-({3-[6-({[4-(2-methyl-1,3-oxazol-4-yl)phenyl]methyl}amino)pyrimidin-4-yl]imidazo[1,2-a]pyridin-7-yl}oxy)ethyl]-1,4-diazepan-5-one